O=S1(CC(C1)N1N=NC(=C1)C(=O)NCC=1SC(=NN1)C1=CC=CC=C1)=O 1-(1,1-dioxidothietan-3-yl)-N-((5-phenyl-1,3,4-thiadiazol-2-yl)methyl)-1H-1,2,3-triazole-4-carboxamide